2-(morpholin-4-yl)-N-(5-nitropyridin-2-yl)acetamide N1(CCOCC1)CC(=O)NC1=NC=C(C=C1)[N+](=O)[O-]